N1=NCN2C1=CN=CC(=C2)CC(=O)N [1,2,4]triazolo[4,3-a][1,4]diazepine-6-acetamide